1-(5-acetylbenzo[d]isoxazol-3-yl)-3-(4-methoxybenzyl)dihydropyrimidine-2,4(1H,3H)-dione C(C)(=O)C=1C=CC2=C(C(=NO2)N2C(N(C(CC2)=O)CC2=CC=C(C=C2)OC)=O)C1